tert-butyl (S)-(5-amino-1-((9-hydroxynon-2-yn-1-yl)oxy)-5-oxopentan-2-yl)carbamate NC(CC[C@@H](COCC#CCCCCCCO)NC(OC(C)(C)C)=O)=O